thiocarbonyl-sulfenamide C(=S)=NS